C(#N)C1=C(C=CC(=C1)C(F)(F)F)N1CCC(CC1)(C(=O)O)C=1C=NC(=C(C1)F)C1=C(C=CC=C1)OC 1-(2-cyano-4-(trifluoromethyl)phenyl)-4-(5-fluoro-6-(2-methoxyphenyl)pyridin-3-yl)piperidine-4-carboxylic acid